tert-butyl 3-(((2'-chloro-3'-(2,6-dioxopiperidin-3-yl)-[1,1'-biphenyl]-4-yl)oxy) methyl)-1H-pyrazole-1-carboxylate ClC1=C(C=CC=C1C1C(NC(CC1)=O)=O)C1=CC=C(C=C1)OCC1=NN(C=C1)C(=O)OC(C)(C)C